C1=C(N=NS1)C=O Thiadiazole-4-carbaldehyde